CC1CCC(C1C=O)C(C)C=O The molecule is a dialdehyde that is cyclopentanecarbaldehyde substituted by a methyl group at position 2 and a 1-methyl-2-oxoethyl group at position 5. It is a dialdehyde and an iridoid monoterpenoid.